C1(=CC=CC=C1)P(=O)(C1=CC=CC=C1)CC1=C(OC2=C1C=CC=C2)C=O 3-((Diphenylphosphoryl)methyl)benzofuran-2-carbaldehyde